ClC=1C=C(C=NC1N1N=CC=C1)NC(=O)C=1C=NN(C1C(F)(F)F)C1=CN=CC2=CC=CC=C12 N-(5-chloro-6-(1H-pyrazol-1-yl)pyridin-3-yl)-1-(isoquinolin-4-yl)-5-(trifluoromethyl)-1H-pyrazole-4-carboxamide